ClC1=C(C(=O)N2CCC(CC2)N2C(NC3=C2C=CC(=C3)C(=O)O)=O)C=CC(=C1)Cl 1-(1-(2,4-dichlorobenzoyl)piperidin-4-yl)-2-oxo-2,3-dihydro-1H-benzo[d]imidazole-5-carboxylic acid